BrC=1C=CC=2CN(C(C3=CC=CC1C23)=O)C2C(NC(CC2)=O)=O 3-(6-bromo-1-oxo-1H-benzo[de]isoquinolin-2(3H)-yl)piperidine-2,6-dione